N[C@H]1C2N(CC1CC2)C(=O)C2=CC1=C(N(C(=N1)C1=CC=3C(=NC(=CC3)N3CC(C3)O)N1CC1CC1)C)C(=C2)OC 1-(2-{5-[(7R)-7-amino-2-azabicyclo[2.2.1]heptane-2-carbonyl]-7-methoxy-1-methyl-1H-1,3-benzodiazol-2-yl}-1-(cyclopropylmethyl)-1H-pyrrolo[2,3-b]pyridin-6-yl)azetidin-3-ol